COC=1C=2N(C=CC1)N=C(C2)N 4-methoxypyrazolo[1,5-a]pyridin-2-amine